(R)-methyl 2-tert-butoxycarbonylamino-3-iodopropionate C(C)(C)(C)OC(=O)N[C@H](C(=O)OC)CI